FC(C=1SC(=CN1)C(=O)NC=1C(=CC(=C(C(=O)OC)C1)F)C)F methyl 5-[[2-(difluoromethyl)-1,3-thiazole-5-carbonyl]amino]-2-fluoro-4-methylbenzoate